CC1=CC=NN1C1=NN=C(S1)NC(=O)C1=CC(=C(C(O1)=O)OCC(=O)OC(C)(C)C)NC1=NC=CC=N1 tertbutyl 2-((6-((5-(5-methyl-1H-pyrazol-1-yl)-1,3,4-thiadiazol-2-yl)carbamoyl)-2-oxo-4-(pyrimidin-2-ylamino)-2H-pyran-3-yl)oxy)acetate